((1-ethyl-7-methoxy-1H-pyrazolo[4,3-c]pyridin-6-yl)amino)-6-((5-fluoropyridin-2-yl)amino)-N-(methyl-d3)nicotinamide C(C)N1N=CC=2C=NC(=C(C21)OC)NC2=C(C(=O)NC([2H])([2H])[2H])C=CC(=N2)NC2=NC=C(C=C2)F